5-chloro-2-[(6-chloro-3-thiomorpholino-4-quinolyl)amino]benzoic acid ClC=1C=CC(=C(C(=O)O)C1)NC1=C(C=NC2=CC=C(C=C12)Cl)N1CCSCC1